FC1(OC2=C(O1)C=CC(=C2)C=2C=C(C=CC2)[C@H](C(=O)N2CC1=C(N=C(NC1=O)C1(CC1)C1=CC=CC=C1)CC2)O)F (R)-6-(2-(3-(2,2-difluorobenzo[d][1,3]dioxol-5-yl)phenyl)-2-hydroxyacetyl)-2-(1-phenylcyclopropyl)-5,6,7,8-tetrahydropyrido[4,3-d]pyrimidin-4(3H)-one